C(=C)C(C(=O)O)CCCC(C)(C)C.C(CCCCC(C)(C)C)(=O)O neononanoic acid (vinyl neononanoate)